C1(CCCC1)[C@@H](C1=CC=CC(=N1)C=1N=NN(C1)C1=C(C=C(C=C1)NS(=O)(=O)CCO)N1CCC2(CC2)CC1)O (S)-N-(4-(4-(6-(cyclopentyl(hydroxy)methyl)pyridin-2-yl)-1H-1,2,3-triazol-1-yl)-3-(6-azaspiro[2.5]octan-6-yl)phenyl)-2-hydroxyethane-1-sulfonamide